[N+](=O)([O-])C=1C(=NNC1)OC1(CC1)C(=O)OC methyl 1-((4-nitro-1H-pyrazol-3-yl)oxy)cyclopropane-1-carboxylate